bis(2,2,6,6-tetramethyl-4-piperidyl) carbonate C(OC1CC(NC(C1)(C)C)(C)C)(OC1CC(NC(C1)(C)C)(C)C)=O